NC(CNCCC[Si](OCC)(OCC)OCC)C N-(2-aminopropyl)-3-aminopropyltriethoxysilane